CN1N=CC(=C1)C1=CC=2N(C=C1)C(=NN2)C(=O)NC=2C(=NC=C(C2)NC(CN2CC1C(C2)COC1)=O)C 7-(1-methyl-1H-pyrazol-4-yl)-N-(2-methyl-5-(2-(tetrahydro-1H-furo[3,4-c]pyrrol-5(3H)-yl)acetamido)pyridin-3-yl)-[1,2,4]triazolo[4,3-a]pyridine-3-carboxamide